ClC1=C(C=C2C(=N1)N(C=C2[C@@H](C(F)F)N[S@@](=O)C(C)(C)C)C2COC2)F (S)-N-((S)-1-(6-chloro-5-fluoro-1-(oxetan-3-yl)-1H-pyrrolo[2,3-b]pyridin-3-yl)-2,2-difluoroethyl)-2-methylpropane-2-sulfinamide